OC1=C(C=CC=C1)C=1C(=CC=CC1)S(=O)O 2'-hydroxybiphenyl-2-sulfinic acid